2,3-dihydroxydioxane tert-butyl-4-(2-((1-(2-(2,6-dioxopiperidin-3-yl)-1,3-dioxoisoindolin-4-yl)azetidin-3-yl)oxy)ethyl)piperidine-1-carboxylate C(C)(C)(C)OC(=O)N1CCC(CC1)CCOC1CN(C1)C1=C2C(N(C(C2=CC=C1)=O)C1C(NC(CC1)=O)=O)=O.OC1OCCOC1O